CCCC(=S)OC methyl 3-methylthiopropionate